o-Methylbenzoquinone CC=1C(C=CC(C1)=O)=O